ClC=1C=CC(=C(C1)CN)OCC1=CC(=NO1)C (5-chloro-2-((3-methylisoxazol-5-yl)methoxy)phenyl)methylamine